O=C1NC(CCC1N1C(N(C2=C1C=CC(=C2)CC2CCC(CC2)CC(=O)O)C)=O)=O [(1R,4R)-4-[[1-(2,6-dioxopiperidin-3-yl)-3-methyl-2-oxo-1,3-benzodiazol-5-yl]methyl]cyclohexyl]acetic acid